3-(4-(4-chloro-3-(trifluoromethyl)phenoxy)phenethoxy)-8a-methyl-7,8,8a,9-tetrahydro-1H,6H-pyrrolo[1',2':3,4]imidazo[1,2-c]pyrimidin-1-one ClC1=C(C=C(OC2=CC=C(CCOC=3C=C4N(C(N3)=O)CC3(N4CCC3)C)C=C2)C=C1)C(F)(F)F